(3R,4R)-1-(5,6-difluoro-1-((5-methyl-1,2,4-oxadiazol-3-yl)methyl)-1H-benzo[d]imidazol-2-yl)-4-fluoropiperidin-3-amine FC1=CC2=C(N(C(=N2)N2C[C@H]([C@@H](CC2)F)N)CC2=NOC(=N2)C)C=C1F